[Si](C1=CC=CC=C1)(C1=CC=CC=C1)(C(C)(C)C)OCC[C@@H]1CC[C@@H](N1C(=O)OC(C)(C)C)C(=O)OC 1-(tert-butyl) 2-methyl (2R,5S)-5-(2-((tert-butyldiphenylsilyl)oxy)-ethyl)pyrrolidine-1,2-dicarboxylate